C1=CC=CC=2NC(C=3CCCCC3C12)=O 7,8,9,10-tetrahydro-6(5H)-phenanthridinone